thymidine diphosphate P(O)(=O)(OP(=O)(O)O)OC[C@@H]1[C@H](C[C@@H](O1)N1C(=O)NC(=O)C(C)=C1)O